isopropyl (trans-4-(5-(2-(N-(tert-butyl)sulfamoyl)-4-hydroxyphenyl)thiazol-2-yl)cyclohexyl)carbamate C(C)(C)(C)NS(=O)(=O)C1=C(C=CC(=C1)O)C1=CN=C(S1)[C@@H]1CC[C@H](CC1)NC(OC(C)C)=O